2-Ethylpenten C(C)C(=C)CCC